C(C)[C@]1(CC[C@@]2([C@H]3CC[C@@]4([C@H](CC[C@H]4[C@@H]3CC[C@@H]2C1)[C@H](C)[C@@H](CC=C)O)C)C)O (3R,5R,8R,9S,10S,13S,14S,17R)-3-ethyl-17-((2S,3R)-3-hydroxyhex-5-en-2-yl)-10,13-dimethylhexadecahydro-1H-cyclopenta[a]phenanthren-3-ol